C(C)N(C=1C(=CC2=C(N(C(=N2)NC=2SC3=C(N2)C=CC(=C3)OC(F)(F)F)C)C1)C(=O)O)CC 6-Diethylamino-1-methyl-2-(6-trifluoromethoxy-benzothiazol-2-ylamino)-1H-benzoimidazole-5-carboxylic acid